5-(3-Cyanophenyl)-N-(3-(3,3,3-trifluoro-2-hydroxy-2-methylpropyl)-1,2,4-thiadiazol-5-yl)-2-(trifluoromethyl)furan-3-carboxamide C(#N)C=1C=C(C=CC1)C1=CC(=C(O1)C(F)(F)F)C(=O)NC1=NC(=NS1)CC(C(F)(F)F)(C)O